OC(CCN1CCN(CC1)C=1C=C2CN(C(C2=CC1)=O)C1C(NC(CC1)=O)=O)CCOC1=CC=C(C=C1)\C(=C(\CC)/C1=CC=CC=C1)\C1=CC=C(C=C1)O (Z)-3-(5-(4-(3-hydroxy-5-(4-(1-(4-hydroxyphenyl)-2-phenylbut-1-en-1-yl)phenoxy)pentyl)piperazin-1-yl)-1-oxoisoindolin-2-yl)piperidine-2,6-dione